FC1=CC=C(C=C1)S(=O)(=O)N1CCN(CC1)C(=O)C1=C(C=CC=C1)CC(=O)O.ClC1=CC=CC=C1 4-chloroBenzene 2-(4-((4-fluorophenyl)sulfonyl)piperazine-1-carbonyl)phenylacetate